CN[C@@H](CC1=CC=C(C=C1)O)C(=O)O |r| methyl-DL-tyrosine